ClC=1C=C(C=CC1C=1N(C2=NC=NC(=C2N1)OC1(CC1)C)CC=1SC(=CN1)C)CC(=O)N 2-(3-chloro-4-(6-(1-methylcyclopropoxy)-9-((5-methylthiazol-2-yl)methyl)-9H-purin-8-yl)phenyl)acetamide